FC1=CC=C(C(=O)NC(C)(C)C=2N=C3C4C(CNC3=CC2)C4)C=C1 4-fluoro-N-(2-(6,6a,7,7a-tetrahydro-5H-cyclopropa[c][1,5]naphthyridin-2-yl)propan-2-yl)benzamide